1,1,1,3,3,3-Hexafluoropropan-2-yl (±)-1-(pyridin-4-ylcarbamoyl)-6-azaspiro[2.5]octan-6-carboxylat N1=CC=C(C=C1)NC(=O)[C@@H]1CC12CCN(CC2)C(=O)OC(C(F)(F)F)C(F)(F)F |r|